C1CCC2=C(C=3CCCC3C=C12)NC(=O)NS(=O)(=O)\C=C\[C@H]1N(CCC1)C(=O)C1CCOCC1 (S,E)-N-((1,2,3,5,6,7-Hexahydro-s-indacen-4-yl)carbamoyl)-2-(1-(tetrahydro-2H-pyran-4-carbonyl)pyrrolidin-2-yl)ethensulfonamid